ClC1=C(C=C(C(=O)N2CC=3N=C(N(C(C3C[C@H]2C)=O)[C@@H]2C[C@H](C2)CC(=O)NC)NC(C)C)C=C1)C(F)(F)F 2-((trans)-3-((R)-7-(4-Chloro-3-(trifluoromethyl)benzoyl)-2-(isopropylamino)-6-methyl-4-oxo-5,6,7,8-tetrahydropyrido[3,4-d]pyrimidin-3(4H)-yl)cyclobutyl)-N-methylacetamide